2,4-diaminophenetole NC1=C(C=CC(=C1)N)OCC